2-(3'-((4-Cyano-2-fluorobenzyl)oxy)-3,4'-difluoro-[1,1'-biphenyl]-4-yl)acetic acid ethyl-2-[4-[3-[(4-cyano-2-fluoro-phenyl)methoxy]-4-fluoro-phenyl]-2-fluoro-phenyl]acetate C(C)OC(CC1=C(C=C(C=C1)C1=CC(=C(C=C1)F)OCC1=C(C=C(C=C1)C#N)F)F)=O.C(#N)C1=CC(=C(COC=2C=C(C=CC2F)C2=CC(=C(C=C2)CC(=O)O)F)C=C1)F